1-[2-(difluoromethoxy)-4-(trifluoromethyl)phenyl]-N-[(3R)-1-[2-(difluoromethoxy)ethyl]-3-piperidinyl]pyrrolo[1,2-d][1,2,4]triazin-4-amine formate C(=O)O.FC(OC1=C(C=CC(=C1)C(F)(F)F)C=1C=2N(C(=NN1)N[C@H]1CN(CCC1)CCOC(F)F)C=CC2)F